tri-(2-propene) phosphate P(=O)(O)(O)O.CC=C.CC=C.CC=C